ClC1=C(C=2N(C=C1)C=NC2CNS(=O)(=O)C=2N=NN(C2)CC=2N=C1N(C=C(C=C1)C1CC1)C2)F N-((7-chloro-8-fluoroimidazo[1,5-a]pyridin-1-yl)methyl)-1-((6-cyclopropylimidazo[1,2-a]pyridin-2-yl)methyl)-1H-1,2,3-triazol-4-sulfonamide